4,4,5,5-tetramethyl-2-(4'-phenylspiro[cyclopentane-1,9'-fluoren]-7'-yl)-1,3,2-dioxaborolane CC1(OB(OC1(C)C)C1=CC=C2C=3C(=CC=CC3C3(C2=C1)CCCC3)C3=CC=CC=C3)C